CC1(CCC(CC1)NC1=NN2C(C=N1)=C(C=C2)C2=CC=1C(=NC=CN1)N=C2)N 1-methyl-N4-(5-(pyrido[2,3-b]pyrazin-7-yl)pyrrolo[2,1-f][1,2,4]triazin-2-yl)cyclohexane-1,4-diamine